CC(CSC(=O)C)C(=O)O D-beta-Acetylthioisobutyric acid